10-((10-((2S,3S)-1-Methyl-5-oxo-2-(pyridin-3-yl)pyrrolidine-3-carboxamido)decyl)amino)-10-oxodecanoic acid CN1[C@@H]([C@H](CC1=O)C(=O)NCCCCCCCCCCNC(CCCCCCCCC(=O)O)=O)C=1C=NC=CC1